(S)-1-((2-(difluoromethyl)-6-(1-methyl-1H-imidazol-5-yl)pyridin-3-yl)oxy)-2,4-dimethylpentan-2-amine FC(C1=NC(=CC=C1OC[C@](CC(C)C)(N)C)C1=CN=CN1C)F